N1(CCC1)C1=CN(C=2N=CN=C(C21)N2[C@H](CNCC2)C)C=2C=C(C#N)C=CN2 (S)-2-(5-(azetidin-1-yl)-4-(2-methylpiperazin-1-yl)-7H-pyrrolo[2,3-d]pyrimidin-7-yl)isonicotinonitrile